1-((2-chlorothiazol-5-yl)methyl)-7-methyl-8-nitro-2,3-dihydro-1H-imidazo[1,2-a]pyridin-4-ium ClC=1SC(=CN1)CN1CC[N+]2=C1C(=C(C=C2)C)[N+](=O)[O-]